1,4-bis(4-(chloromethyl)phenyl)butaneN ClCC1=CC=C(C=C1)C=CCCC1=CC=C(C=C1)CCl